FC=1C=C(C=CC1)C1CC(C1)N 3-(3-fluorophenyl)cyclobutan-1-amine